ClC=1C=C(C=NO)C=CC1 m-chlorobenzaldehyde oxime